(S)-1-(2-(2-(hydroxymethyl)pyrrolidin-1-yl)pyrimidin-4-yl)-3-(3-(6-methoxypyridin-3-yl)phenyl)urea OC[C@H]1N(CCC1)C1=NC=CC(=N1)NC(=O)NC1=CC(=CC=C1)C=1C=NC(=CC1)OC